FC1=C(COC2=C(C=C(C=C2)/C=C/C(=O)NC2(CCCCC2)C(=O)O)OC)C(=CC=C1)F (E)-1-(3-(4-((2,6-difluorobenzyl)oxy)-3-methoxyphenyl)acrylamido)cyclohexane-1-carboxylic acid